COCC(C)C(F)(F)F methoxy-2-(trifluoromethyl)propane